4-tertiary butyl-cyclohexanone C(C)(C)(C)C1CCC(CC1)=O